2-((2S,4S)-1-(but-2-ynoyl)-4-(6,8-dichloro-7-(2,3-dichlorophenyl)-4-(((S)-1-methylpyrrolidin-2-yl)methoxy)-1H-[1,2,3]triazolo[4,5-c]quinolin-1-yl)piperidin-2-yl)acetonitrile C(C#CC)(=O)N1[C@@H](C[C@H](CC1)N1N=NC=2C(=NC=3C(=C(C(=CC3C21)Cl)C2=C(C(=CC=C2)Cl)Cl)Cl)OC[C@H]2N(CCC2)C)CC#N